C(C)(C)(C)OC(=O)N1[C@@H](CN([C@H](C1)C)C=1C2=C(N=CN1)N(C=C2C(F)(F)F)C2CC(CCC2)C#N)C (2r,5s)-4-(7-(3-cyanocyclohexyl)-5-(trifluoromethyl)-7H-pyrrolo[2,3-d]pyrimidin-4-yl)-2,5-dimethylpiperazine-1-carboxylic acid tert-butyl ester